N-(1-oxido-1λ6-thietan-1-ylidene)-4-((5-(trifluoromethyl)-1,2,4-oxadiazol-3-yl)methyl)benzamide O=S1(CCC1)=NC(C1=CC=C(C=C1)CC1=NOC(=N1)C(F)(F)F)=O